C(C)OC1CN(CCC1)C(=O)C1=CC=C2N=CC(=NC2=C1)C=1C=C2C=CN(C(C2=CC1)=O)C 6-(7-((3-ethoxy-1-piperidinyl)carbonyl)-2-quinoxalinyl)-2-methyl-1(2H)-isoquinolinone